FC1=CC=C(C=C1)C=1N=NC(=C(C1C)SC)C1=CC=C(C=C1)F 3,6-bis(4-fluorophenyl)-4-methyl-5-(methylthio)pyridazine